3-(5-(((1S,4S)-5-(2,3-dichlorophenyl)-2,5-diazabicyclo[2.2.1]heptane-2-yl)methyl)-1-oxoisoindolin-2-yl)piperidine-2,6-dione ClC1=C(C=CC=C1Cl)N1[C@@H]2CN([C@H](C1)C2)CC=2C=C1CN(C(C1=CC2)=O)C2C(NC(CC2)=O)=O